2-nitro-3-fluoro-5-bromopyridine [N+](=O)([O-])C1=NC=C(C=C1F)Br